C(#N)CNC(=O)C1=CC=C(C=C1)OB(O)O {4-[(cyanomethyl)carbamoyl]phenyl}boric acid